P(=O)(OCC1=C(C=CC(=C1)N1C(C(=C(C=C1)OCC)C(NC1=CC(=C(C=C1)OC1=C(C(=NC=C1)N)Cl)F)=O)=O)F)(OC(C)(C)C)OC(C)(C)C 5-(3-((4-((2-amino-3-chloropyridin-4-yl)oxy)-3-fluorophenyl)carbamoyl)-4-ethoxy-2-oxopyridin-1(2H)-yl)-2-fluorobenzyl di-tert-butyl phosphate